2-methyl-2-(toluene-4-sulfonyl)-propane-1-one CC(C=O)(C)S(=O)(=O)C1=CC=C(C)C=C1